INCCNI di-iodoethylenediamine